N-(3-Chloro-4-(trifluoromethyl)phenyl)-7-cyano-3,4-dihydroisoquinoline ClC=1C=C(C=CC1C(F)(F)F)N1CC2=CC(=CC=C2CC1)C#N